ClC=1C=C(C(=NC1)N1CC2(C1)CN(CC2)C2=CN=C1C(=N2)N(N=C1)CC(F)F)C 2-(5-chloro-3-methylpyridin-2-yl)-6-[1-(2,2-difluoroethyl)-1H-pyrazolo[3,4-b]pyrazin-6-yl]-2,6-diazaspiro[3.4]octane